C(C1=CC=CC=C1)NC1=CC=C(C(=N1)N)C1=CC=CC=C1 N'-benzyl-3-phenylpyridine-2,6-diamine